C(C1=CC=CC=C1)(=O)OOF perfluoro benzoyl peroxide